COC=1C=C(C=C(C1OC)OC)N1C=NC(=C1)NC1=NN2C(C(=N1)N1[C@@H](CCC1)C(C)(C)O)=CC=C2 (S)-2-(1-(2-((1-(3,4,5-trimethoxyphenyl)-1H-imidazol-4-yl)amino)pyrrolo[2,1-f][1,2,4]triazin-4-yl)pyrrolidin-2-yl)propan-2-ol